5,6,7,8-tetrahydroacenaphthylene C=1C=C2C=CCC=3CCCC1C23